3-((4-(3,5-dichloro-2-(morpholin-2-ylmethyl)phenyl)pyrrolo[2,1-f][1,2,4]triazin-6-yl)methyl)-1-methylpyrimidine-2,4(1H,3H)-dione hydrochloride Cl.ClC=1C(=C(C=C(C1)Cl)C1=NC=NN2C1=CC(=C2)CN2C(N(C=CC2=O)C)=O)CC2CNCCO2